CC1OCC(=C1OS(=O)(=O)C(F)(F)F)C#N Methyl-4-cyano-2,5-dihydrofuran-3-yl-trifluoromethanesulfonic acid